N-(2,6-Dimethyl-4-morpholin-4-yl-phenyl)-2-naphthalen-2-yl-acetamide CC1=C(C(=CC(=C1)N1CCOCC1)C)NC(CC1=CC2=CC=CC=C2C=C1)=O